C1(CC1)N1C=C(C=C(C1=O)C)NC(=O)NC1(CCN(CC1)C(=O)OC(C)(C)C)C tert-butyl 4-[N-(1-cyclopropyl-5-methyl-6-oxo-1,6-dihydropyridin-3-yl)carbamoylamino]-4-methylpiperidine-1-carboxylate